C[N+]1=CNC2=C1C=CC=C2 N-methylbenzimidazolium